(4,6-diphenyl-1,3,5-triazin-2-yl)-[1,1'-biphenyl] C1(=CC=CC=C1)C1=NC(=NC(=N1)C1=CC=CC=C1)C1=C(C=CC=C1)C1=CC=CC=C1